C1(=CC=CC=C1)C1OC(OC1)=O 4-phenyl-1,3-dioxolan-2-one